COC1=CC=C(CNNC(=O)C=2C(=NC=CN2)C(C)N(C(C2=CC(=CC(=C2)C(F)(F)F)C(F)(F)F)=O)C)C=C1 N-(1-(3-(2-(4-methoxybenzyl)hydrazine-1-carbonyl)pyrazin-2-yl)ethyl)-N-methyl-3,5-bis(trifluoromethyl)benzamide